N-(3',4'-dihydroxy-(E)-cinnamoyl)-5-hydroxyanthranilic acid OC=1C=C(/C=C/C(=O)NC=2C(C(=O)O)=CC(=CC2)O)C=CC1O